6-[1-(2-fluoroprop-2-enoyl)-3,4-dihydro-2H-quinolin-4-yl]-2-[[1-(2-hydroxyethyl)pyrazol-4-yl]amino]-8-methyl-pyrido[2,3-d]pyrimidin-7-one FC(C(=O)N1CCC(C2=CC=CC=C12)C1=CC2=C(N=C(N=C2)NC=2C=NN(C2)CCO)N(C1=O)C)=C